C(C(=C)C)(=O)OCC(COC(C)(C)C)O 2-hydroxy-3-t-butoxypropyl methacrylate